BrC=1C=C(C=CC1OCC=1C(=C(C=CC1)C1=CC=CC=C1)C)/C=C(/C(=O)[O-])\C#N (E)-3-(3-bromo-4-((2-methyl-[1,1'-biphenyl]-3-yl) methoxy) phenyl)-2-cyanoacrylate